CN1C(=O)NC=2N=CN(C2C1=O)C 1,7-dimethylxanthin